C(=C)[Si]([Si](Cl)(Cl)C=C)(C=C)C=C tetravinyl-dichlorodisilane